ClC1=CC(=C(C(=C1)NC1=C(C=CC=C1)C)N1C(=NC=C1)C(=O)OCC)F Ethyl 1-(4-chloro-2-fluoro-6-(o-tolylamino)phenyl)-1H-Imidazole-2-carboxylate